FC1=CC(=C(C=C1)N1CN(C(C2=CC=C(C=C12)OC(F)(F)F)=O)C=1C(=NC(=CC1)OC)C)C(C)C 1-(4-fluoro-2-isopropylphenyl)-3-(6-methoxy-2-methylpyridin-3-yl)-7-(trifluoromethoxy)-2,3-dihydroquinazolin-4(1H)-one